1-(4-(4-amino-1-isopropyl-1H-pyrazolo[3,4-d]pyrimidin-3-yl)phenyl)-3-(3-methyl-4-morpholinophenyl)urea NC1=C2C(=NC=N1)N(N=C2C2=CC=C(C=C2)NC(=O)NC2=CC(=C(C=C2)N2CCOCC2)C)C(C)C